tert-butyl 3-[5-chloro-7-(2-methoxy-4,6-dimethyl-phenyl)-1,8-naphthyridin-2-yl]piperidine-1-carboxylate ClC1=C2C=CC(=NC2=NC(=C1)C1=C(C=C(C=C1C)C)OC)C1CN(CCC1)C(=O)OC(C)(C)C